N1[C@@H](CCC1)C=O (S)-pyrrolidine-2-carbaldehyde